FC=1C=C2C(=CNC2=CC1)C=1C=C(OC1)C(CCC(=O)O)=O 4-(4-(5-fluoro-1H-indol-3-yl)furan-2-yl)-4-oxobutyric acid